FC=1C=C(C=C(C1)C(F)(F)F)[C@@H]1[C@@H](N(C(O1)=O)C(=O)NCC1=CN=C2SC=CN21)C (4S,5R)-5-[3-fluoro-5-(trifluoromethyl)phenyl]-N-(imidazo[2,1-b][1,3]thiazol-5-ylmethyl)-4-methyl-2-oxo-1,3-oxazolidine-3-carboxamide